3,4-dimethylhexane CC(CC)C(CC)C